11-(4-piperidylidene)-5H-benzo[c][1]benzazepin-6-one N1CCC(CC1)=C1C2=C(C(NC3=C1C=CC=C3)=O)C=CC=C2